FC(C1=C(C=CC(=C1)C(F)(F)F)N1N=CC(=C1)NC(=O)C1=NOC(=C1)C1=NC=CC=C1)(F)F N-(1-(2,4-bis(trifluoromethyl)phenyl)-1H-pyrazol-4-yl)-5-(pyridin-2-yl)isoxazole-3-carboxamide